C(C)(C)(C)OC(=O)N1N=C(C=C1)OC(C1CCCCC1)C1CCCCC1 3-(dicyclohexylmethoxy)pyrazole-1-carboxylic acid tert-butyl ester